BrC=1C=CC(=C(C1)S(=O)(=O)NC1=C(C(=CC(=C1)Cl)S(NCC1OCCC1)(=O)=O)O)O 5-Bromo-N-(5-chloro-2-hydroxy-3-(N-((tetrahydrofuran-2-yl)methyl)sulfamoyl)phenyl)-2-hydroxybenzenesulfonamide